1-methyl-1H-[1,2,4]triazole-3-yl-methanol CN1N=C(N=C1)CO